BrC1=CC(=C(C(=O)C2C3(N(CC2C2=CC(=C(C=C2)O)O)C)C(NC2=CC=CC=C23)=O)C=C1)F (4-bromo-2-fluorobenzoyl)-4'-(3,4-dihydroxyphenyl)-1'-methylspiro[indoline-3,2'-pyrrolidin]-2-one